2-chloro-5-(3-methylphenoxy)-N-[2-(o-tolyl)ethyl]pyridine-4-carboxamide ClC1=NC=C(C(=C1)C(=O)NCCC1=C(C=CC=C1)C)OC1=CC(=CC=C1)C